methyl 2,5-dioxopyrrole-1-carboxylate O=C1N(C(C=C1)=O)C(=O)OC